(2-cyclohexylphenoxy)-3-(isopropylamino)propan-2-ol C1(CCCCC1)C1=C(OCC(CNC(C)C)O)C=CC=C1